dimethyl 1-[(2R)-2-(tert-butoxycarbonylamino)-1-methyl-propyl]pyrazole-3,5-dicarboxylate C(C)(C)(C)OC(=O)N[C@@H](C(C)N1N=C(C=C1C(=O)OC)C(=O)OC)C